2,2-bis[4-(2-hydroxyethoxy)-3,5-dibromophenyl]propane OCCOC1=C(C=C(C=C1Br)C(C)(C)C1=CC(=C(C(=C1)Br)OCCO)Br)Br